tert-butyl N-(5-bromo-1H-indol-3-yl)carbamate TFA salt tert-Butyl-N-(5-[1-[4-(trifluoromethyl)phenyl]pyrazol-4-yl]-1H-indol-3-yl)carbamate C(C)(C)(C)OC(NC1=CNC2=CC=C(C=C12)C=1C=NN(C1)C1=CC=C(C=C1)C(F)(F)F)=O.OC(=O)C(F)(F)F.BrC=1C=C2C(=CNC2=CC1)NC(OC(C)(C)C)=O